C(CCCCCCCCC)NCCN(CCN(CCN(CCN(CCN(CC)CCCCCCCCCC)CCCCCCCCCC)CCCCCCCCCC)CCCCCCCCCC)CCCCCCCCCC 1,4,7,10,13,16-hexa(decyl)-1,4,7,10,13,16-hexaazaoctadecane